4,5-Dihydro-1-methyl-3-[2-[(1-oxotetradecyl)oxy]ethyl]-2-pentadecyl-1H-imidazolium chloride [Cl-].CN1C(=[N+](CC1)CCOC(CCCCCCCCCCCCC)=O)CCCCCCCCCCCCCCC